N1(N=CC=C1)C=1C=CC=2C3=C(C(=NC2C1)N)N=CN3 7-(1H-pyrazol-1-yl)-1H-imidazo[4,5-c]Quinolin-4-amine